1-[(S)-4-(2,3-dihydro-[1,4]dioxino[2,3-b]pyridin-3-yl)-benzyl]-piperidine-4-carboxylic acid [(S)-1-(tetrahydro-furan-2-yl)methyl]-amide O1[C@@H](CCC1)CNC(=O)C1CCN(CC1)CC1=CC=C(C=C1)[C@H]1COC=2C(=NC=CC2)O1